FC1=CC(=C(C(=C1)C)C1=CC=NC2=CC(=CC=C12)O[C@@H](C(=O)N1[C@@H](CCCC1)C)C)C (2R)-2-[[4-(4-fluoro-2,6-dimethyl-phenyl)-7-quinolyl]oxy]-1-[(2R)-2-methyl-1-piperidyl]propan-1-one